C(C)OC(=O)C=1OC(=NN1)C(C)(C)C1=CC=CC=C1 5-(2-Phenylpropan-2-yl)-1,3,4-oxadiazole-2-carboxylic acid ethyl ester